N-[(1S)-1-benzyl-1,3-dimethyl-butyl]fluoro-quinoline-3-carboxamide C(C1=CC=CC=C1)[C@@](CC(C)C)(C)NC(=O)C=1C(=NC2=CC=CC=C2C1)F